FC1=C(C=CC=C1F)C(C(F)F)NS(=O)C(C)(C)C N-[1-(2,3-difluorophenyl)-2,2-difluoroethyl]-2-methylpropane-2-sulfinamide